COC1=CC=C(C=C1)NC([C@H](C1=CSC=C1)NC(=O)[C@H]1N(CCC1)C(=O)OCC1=CC=CC=C1)=O benzyl (S)-2-(((S)-2-((4-methoxyphenyl)amino)-2-oxo-1-(thiophen-3-yl)ethyl)carbamoyl)pyrrolidine-1-carboxylate